FC=1C=CC(=C2C=NNC12)C(C)N 1-(7-fluoro-1H-indazol-4-yl)-ethanamine